1-(5-(4-AMINO-7-(2-HYDROXY-2-METHYLPROPYL)-7H-PYRROLO[2,3-D]PYRIMIDIN-5-YL)IMIDAZO[1,2-A]PYRIDIN-8-YL)-3-(4-((4-METHYLPIPERAZIN-1-YL)METHYL)-3-(TRIFLUOROMETHYL)PHENYL)UREA NC=1C2=C(N=CN1)N(C=C2C2=CC=C(C=1N2C=CN1)NC(=O)NC1=CC(=C(C=C1)CN1CCN(CC1)C)C(F)(F)F)CC(C)(C)O